pentylbutyrolactone C(CCCC)C1C(=O)OCC1